1-(3-(4-chloro-5-(5-methyl-1H-indazol-4-yl)-1H-indol-1-yl)azetidin-1-yl)prop-2-en-1-one ClC1=C2C=CN(C2=CC=C1C1=C2C=NNC2=CC=C1C)C1CN(C1)C(C=C)=O